C(#N)C1=NC(=NC(=C1)C)N1CCN(CC1)S(=O)(=O)C1=CC=C(N=N1)NC(C1=C(C=CC=C1)N(S(=O)(=O)C)C)=O N-(6-((4-(4-cyano-6-methylpyrimidin-2-yl)piperazin-1-yl)sulfonyl)pyridazin-3-yl)-2-(N-methylmethylsulfonamido)benzamide